5,6,7,8-tetrahydro-5,8-epoxyquinoline N1=CC=CC=2C3CCC(C12)O3